BrC=1C=CC2=C(SC3=C2SC2=C3C=CC(=C2)Br)C1 2,7-dibromobenzo[b]benzo[4,5]thieno[2,3-d]thiophene